5-Nitro-1-naphthalamide [N+](=O)([O-])C1=C2C=CC=C(C2=CC=C1)C(=O)N